2-cyano-N-(4-(trifluoromethyl)phenyl)acetamide C(#N)CC(=O)NC1=CC=C(C=C1)C(F)(F)F